3,6-difluoro-2-pyrazinecarbonitrile FC=1C(=NC(=CN1)F)C#N